FC(C=1C=C2C(=CNC2=CC1)CCO)(F)F 2-(5-(trifluoromethyl)-1H-indol-3-yl)ethanol